(2S,3S)-3-(2-(3-(2-(((R)-1-(2-(1-methyl-1H-pyrazol-4-yl)quinolin-4-yl)ethyl)carbamoyl)phenyl)propanoyl)hydrazine-1-carbonyl)oxirane-2-carboxylic acid CN1N=CC(=C1)C1=NC2=CC=CC=C2C(=C1)[C@@H](C)NC(=O)C1=C(C=CC=C1)CCC(=O)NNC(=O)[C@@H]1[C@H](O1)C(=O)O